tert-butyl N-{2-[(3S)-3-hydroxypyrrolidin-1-yl]ethyl}carbamate O[C@@H]1CN(CC1)CCNC(OC(C)(C)C)=O